4-[5-[(4,4-difluoro-1-piperidinyl)methyl]-5,6-dihydro-1,4,2-dioxazin-3-yl]-4-methyl-piperidine-1-carboxylic acid tert-butyl ester C(C)(C)(C)OC(=O)N1CCC(CC1)(C)C1=NOCC(O1)CN1CCC(CC1)(F)F